2-((1R,5S)-3-(8-fluoro-7-(3-hydroxynaphthalen-1-yl)-2-(((S)-1-methylpyrrolidin-2-yl)methoxy)quinazolin-4-yl)-3,8-diazabicyclo[3.2.1]octan-8-yl)-N-(pyridin-2-yl)acetamide FC=1C(=CC=C2C(=NC(=NC12)OC[C@H]1N(CCC1)C)N1C[C@H]2CC[C@@H](C1)N2CC(=O)NC2=NC=CC=C2)C2=CC(=CC1=CC=CC=C21)O